ClC1=C(C=CC=2C3=C(NC12)CCN(C3)C(=O)C3=NC=C(C=N3)OC)Cl (6,7-dichloro-1,3,4,5-tetrahydro-2H-pyrido[4,3-b]indol-2-yl)(5-methoxypyrimidin-2-yl)methanone